tert-butyl (3-bromo-5-(pyridin-3-yloxy)pyrazolo[1,5-a]pyrimidin-7-yl)(((1s,3s)-3-((tert-butoxycarbonyl)oxy)-3-methylcyclobutyl)methyl)carbamate BrC=1C=NN2C1N=C(C=C2N(C(OC(C)(C)C)=O)CC2CC(C2)(C)OC(=O)OC(C)(C)C)OC=2C=NC=CC2